OC[C@@H]1[C@@H](COC1)NC=1C=C(C(=O)OC)C=CC1[N+](=O)[O-] Methyl 3-((cis-4-(hydroxymethyl)tetrahydrofuran-3-yl)amino)-4-nitrobenzoate